FC(C(=O)N)(C1=NC=C(C=C1)C(C)C)F difluoro-2-(5-isopropylpyridin-2-yl)acetamide